N1C=[NH+]C=C1.C(C)(=O)[O-].C(CCC)[NH2+]CCCC.C(C)(=O)[O-] dibutyl-ammonium acetate imidazolium salt